CC=1CCC(C(C1)C=1C(=C(C(=CC1O)CCCCC)C1=CSC=C1)O)C(=C)C 5'-methyl-4-pentyl-2'-(prop-1-en-2-yl)-3-(thiophen-3-yl)-1',2',3',4'-tetrahydro-[1,1'-biphenyl]-2,6-diol